FC(C(=O)O)(F)F.N1(CCNCCC1)C(C=CC)=O 1-(1,4-diazepan-1-yl)but-2-en-1-one trifluoroacetate